FC1=C(C=C(C=C1)CC(CCN1N(C(SC=C1)=O)CCC1=CC=C(S1)C(=O)O)O)C#CC1=CSC=C1 5-(2-(4-(4-(4-fluoro-3-(thien-3-ylethynyl)phenyl)-3-hydroxybutyl)-2-oxo-1,3,4-thiadiazin-3-yl)ethyl)thiophene-2-carboxylic acid